5-(2-Fluoropyridin-4-yl)-2-Morpholinothiazolo[4,5-b]pyridin-6-amine FC1=NC=CC(=C1)C1=C(C=C2C(=N1)N=C(S2)N2CCOCC2)N